The molecule is a polyunsaturated fatty aldehyde that is (2E,6E,8E,10E)-dodeca-2,6,8,10-tetraenal in which the pro-S hydrogen at position 5 has been replaced by a hydroxy group. It is a secondary allylic alcohol, an alpha,beta-unsaturated aldehyde, a polyunsaturated fatty aldehyde, a hydroxy fatty aldehyde and a medium-chain fatty aldehyde. C/C=C/C=C/C=C/[C@H](C/C=C/C=O)O